N,N-dimethyl-1-(4-nitrophenyl)methanamine CN(CC1=CC=C(C=C1)[N+](=O)[O-])C